FC1=C(C=C(C(=O)O)C=C1)C=1C(=NN(C1C)C)C 4-fluoro-3-(1,3,5-trimethyl-1H-pyrazol-4-yl)benzoic acid